CC[C@@H](CC[C@@H](C)[C@H]1CC[C@@H]2[C@@]1(CC[C@H]3[C@H]2CC=C4[C@@]3(CC[C@@H](C4)O)C)C)C(C)C The molecule is a member of the class of phytosterols that is poriferast-5-ene carrying a beta-hydroxy substituent at position 3. It has a role as a plant metabolite and a marine metabolite. It is a 3beta-sterol, a member of phytosterols and a 3beta-hydroxy-Delta(5)-steroid. It derives from a hydride of a poriferastane.